C(C=CC=CC=CC=CC=CC=CCCCCCCCCC)(=O)O 15E,19Z-docosahexaenoic acid